CC1=NOC(=C1C1=CC2=C(C=N1)N=C(S2)N)C 6-(3,5-dimethylisoxazol-4-yl)thiazolo[4,5-c]pyridin-2-amine